8-(5-(1-methyl-1H-indazol-5-yl)-1H-pyrrolo[2,3-b]pyridin-4-yl)-2,8-diazaspiro[4.5]decan-1-one CN1N=CC2=CC(=CC=C12)C=1C(=C2C(=NC1)NC=C2)N2CCC1(CCNC1=O)CC2